2,3-dichloro-dicyano-p-benzoquinone ClC=1C(C(=C(C(C1Cl)=O)C#N)C#N)=O